tert-butyl-3-(benzyl(methyl)amino)-2-methylpyrrolidine-1-carboxylate C(C)(C)(C)OC(=O)N1C(C(CC1)N(C)CC1=CC=CC=C1)C